7-(2-methyl-4-nitrophenoxy)-[1,2,4]triazolo[1,5-a]pyridine CC1=C(OC2=CC=3N(C=C2)N=CN3)C=CC(=C1)[N+](=O)[O-]